F[C@@H]1[C@@H](CCCC1)NC(C1=CN=CC(=C1N1CC2(CCCN2)CC1)C1=CC(=CC(=C1)F)F)=O N-[(1R,2S)-2-fluorocyclohexyl]-4-(1,7-diaza-7-spiro[4.4]nonyl)-5-(3,5-difluorophenyl)nicotinamide